7-bromo-1-methyl-2H-benzo[d][1,3]oxazine-2,4(1H)-dione BrC=1C=CC2=C(N(C(OC2=O)=O)C)C1